ClC=1C=CC(=C2C=NN(C(C12)=O)C)CC1CC2(CN(C2)CC(CC2=CC=3N(C=C2F)C=NN3)C)C1 8-chloro-5-[[2-[3-(6-fluoro-[1,2,4]triazolo[4,3-a]pyridin-7-yl)-2-methyl-propyl]-2-azaspiro[3.3]heptan-6-yl]methyl]-2-methyl-phthalazin-1-one